FC1=CC(=C(CNC(C2=CC(=CC=C2)NC=2N=NC(=CC2)C2=CC=CC=C2)=O)C=C1)C N-(4-fluoro-2-methylbenzyl)-3-((6-phenylpyridazin-3-yl)amino)benzamide